NC1=NC=2C(=CC=CC2C=2N1C=C(N2)C(=O)N2CC1(CCOC1=O)CCC2)OC 7-(5-amino-7-methoxyimidazo[1,2-c]quinazoline-2-carbonyl)-2-oxa-7-azaspiro[4.5]decan-1-one